2-(Diethylamino)ethyl 3-(1-((tert-butoxycarbonyl)(2,4-dimethoxybenzyl)amino)ethyl)pyrazine-2-carboxylate C(C)(C)(C)OC(=O)N(C(C)C=1C(=NC=CN1)C(=O)OCCN(CC)CC)CC1=C(C=C(C=C1)OC)OC